C(C=C)OC1=C(C=C(C=C1C(C)(C)C)C)[Si](CC)(CC)Cl (2-(allyloxy)-3-(tert-butyl)-5-methylphenyl)chlorodiethylsilane